C[Si](CCCC)(C)C 4-(trimethylsilyl)butane